(6S)-1-(benzyloxy)-9-fluoro-2,14-dioxo-N-(2,4,6-trifluorobenzyl)-2,7,12,14-tetrahydro-6,13-methanobenzo[g]pyrido[1,2-b][1,2,5]triazonine-3-carboxamide C(C1=CC=CC=C1)OC=1C(C(=CN2N3CC4=C(CN(C(C21)=O)C3)C=CC(=C4)F)C(=O)NCC4=C(C=C(C=C4F)F)F)=O